FC(C=1C=C(C=C(C1)C(F)(F)F)[B-](C1=CC(=CC(=C1)C(F)(F)F)C(F)(F)F)(C1=CC(=CC(=C1)C(F)(F)F)C(F)(F)F)C1=CC(=CC(=C1)C(F)(F)F)C(F)(F)F)(F)F tetrakis[3,5-bis(trifluoromethyl)phenyl]-borate